(S)-N-(1-(3-(2-cyclopropylpyridin-4-yl)-1,2,4-oxadiazol-5-yl)ethyl)isophthalimide C1(CC1)C1=NC=CC(=C1)C1=NOC(=N1)[C@H](C)N1C(C2=CC(C1=O)=CC=C2)=O